OC1CC(C1)C1=CC(=NC=C1)N1N=CC(=C1)S(=O)(=O)NC=1C=CC=C2C=NN(C12)C 1-(4-(3-HYDROXYCYCLOBUTYL)PYRIDIN-2-YL)-N-(1-METHYL-1H-INDAZOL-7-YL)-1H-PYRAZOLE-4-SULFONAMIDE